NC1=NC=CC=C1C1=NC=2C(=NC(=CC2)C2=CC=CC=C2)N1C=1C=CC(=NC1)NC(=O)C=1C=C(C=CC1)CC(=O)OC methyl 2-(3-((5-(2-(2-aminopyridin-3-yl)-5-phenyl-3H-imidazo[4,5-b]pyridin-3-yl)pyridin-2-yl)carbamoyl)phenyl)acetate